C1(CC1)C=1C=C2C(=CC(=NC2=C(C1C=1C2=CN(N=C2C=C(C1C)F)C(C1=CC=CC=C1)(C1=CC=CC=C1)C1=CC=CC=C1)O[C@@H](C)C1=CC=CC=C1)S(=O)(=O)CC)O[C@@H]1CN(CC1)C(=O)OC(C)(C)C tert-butyl (3S)-3-({6-cyclopropyl-2-(ethanesulfonyl)-7-[6-fluoro-5-methyl-2-(triphenylmethyl)-2H-indazol-4-yl]-8-[(1S)-1-phenylethoxy]quinolin-4-yl}oxy)pyrrolidine-1-carboxylate